COC1=NC=C(C2=C1N=C(S2)NC(=O)N2CCC(CC2)(C)O)C2CCOCC2 4-Hydroxy-4-methyl-piperidine-1-carboxylic acid [4-methoxy-7-(tetrahydro-pyran-4-yl)-thiazolo[4,5-c]pyridin-2-yl]-amide